(tert-butoxycarbonylaminopropyl)-1H-pyrazol-2-ium C(C)(C)(C)OC(=O)NCCCN1[NH+]=CC=C1